2-(3-((2-((3,5-dimethyl-1-(1-methylpiperidin-4-yl)-1H-pyrazol-4-yl)amino)-5-methylthieno[2,3-d]pyrimidin-4-yl)amino)phenyl)propan-2-ol CC1=NN(C(=C1NC=1N=C(C2=C(N1)SC=C2C)NC=2C=C(C=CC2)C(C)(C)O)C)C2CCN(CC2)C